(S)-N-(3-(4-(6-aminocaproyl)piperazin-1-yl)propyl)-2-(4-(4-chlorophenyl)-2,3,9-trimethyl-6H-thieno[3,2-f][1,2,4]triazolo[4,3-a][1,4]diazepin-6-yl)acetamide dihydrochloride Cl.Cl.NCCCCCC(=O)N1CCN(CC1)CCCNC(C[C@H]1C=2N(C3=C(C(=N1)C1=CC=C(C=C1)Cl)C(=C(S3)C)C)C(=NN2)C)=O